CC1=CC=C(C=C1)C(CN1N=C2N([C@@H](CCC2)C(=O)O)C1=O)=O (5S)-2-[2-(4-Methylphenyl)-2-oxoethyl]-3-oxo-2,3,5,6,7,8-hexahydro[1,2,4]triazolo[4,3-a]pyridine-5-carboxylic acid